2,2-Bis(4-hydroxyphenyl)n-dodecane OC1=CC=C(C=C1)C(C)(CCCCCCCCCC)C1=CC=C(C=C1)O